N-(4-(1-(cyclopropanecarbonyl)indolin-5-yl)-5-methylthiazol-2-yl)-2-(3-((5-((2-(2,6-dioxopiperidin-3-yl)-1,3-dioxoisoindolin-4-yl)oxy)-3-methylpentyl)oxy)phenyl)acetamide C1(CC1)C(=O)N1CCC2=CC(=CC=C12)C=1N=C(SC1C)NC(CC1=CC(=CC=C1)OCCC(CCOC1=C2C(N(C(C2=CC=C1)=O)C1C(NC(CC1)=O)=O)=O)C)=O